sodium α-methylsulfolaurate CC(C(=O)[O-])(CCCCCCCCCC)S(=O)(=O)O.[Na+]